N-(6-((5-bromo-2-((2-methoxy-5-(1-methyl-1H-pyrazol-4-yl)-4-(4-(piperidin-4-yl)piperazin-1-yl)phenyl)amino)pyrimidin-4-yl)amino)quinoxaline-5-yl)-N-methylmethanesulfonamide BrC=1C(=NC(=NC1)NC1=C(C=C(C(=C1)C=1C=NN(C1)C)N1CCN(CC1)C1CCNCC1)OC)NC=1C(=C2N=CC=NC2=CC1)N(S(=O)(=O)C)C